1-[(2R,4S)-5,5-bis(hydroxymethyl)-4-methoxyoxolan-2-yl]-3H-pyrimidine-2,4-dione OCC1([C@H](C[C@@H](O1)N1C(NC(C=C1)=O)=O)OC)CO